NC1=NC(=C(C=C1C=1C=C2CCNC(C2=CC1F)=O)C1=CC(=C(C=C1)N1CCOCC1)CN(C)CCOC)F 6-(2-amino-6-fluoro-5-(3-(((2-methoxyethyl)(methyl)amino)methyl)-4-morpholinophenyl)pyridin-3-yl)-7-fluoro-3,4-dihydroisoquinolin-1(2H)-one